7-bromoheptyl (2-hexyldecyl) carbonate C(OCCCCCCCBr)(OCC(CCCCCCCC)CCCCCC)=O